BrC1=CC=C(NCCN2C(OC3=C2C=CC=C3)=O)C=C1 N-((4-bromoanilino)ethyl)benzoxazolone